3-(2-methoxyphenyl)-N-[5-[(1-[[2-(trimethylsilyl)ethoxy]methyl]indazol-4-yl)methoxy]-1,3,4-thiadiazol-2-yl]pyridine-4-carboxamide COC1=C(C=CC=C1)C=1C=NC=CC1C(=O)NC=1SC(=NN1)OCC1=C2C=NN(C2=CC=C1)COCC[Si](C)(C)C